C(C1=CC=CC=C1)OC1=C(C(=O)OCC)C=C(C(=C1)CC#N)OCC1=CC=CC=C1 ethyl 2,5-bis(benzyloxy)-4-(cyanomethyl)benzoate